2,2,2-trifluoroethyl 2-[(5-methyl-3-pyridyl)amino]-2-oxo-acetate CC=1C=C(C=NC1)NC(C(=O)OCC(F)(F)F)=O